C(C1=CC=CC=C1)N1C(=NC2=C(C1=O)CN(CC2)CC2=CC(=CC=C2)F)N(C)C 3-Benzyl-6-(3-fluorobenzyl)-2-dimethylamino-5,6,7,8-tetrahydropyrido[4,3-d]pyrimidin-4(3H)-one